11-(3-(3,6-bis(2,6-dimethylphenyl)-9H-carbazol-1-yl)-2,5-dichlorophenyl)-8-(2,6-dimethylphenyl)-11H-benzo[a]carbazole CC1=C(C(=CC=C1)C)C=1C=C(C=2NC3=CC=C(C=C3C2C1)C1=C(C=CC=C1C)C)C=1C(=C(C=C(C1)Cl)N1C2=CC=C(C=C2C2=CC=C3C(=C12)C=CC=C3)C3=C(C=CC=C3C)C)Cl